(3-((1,2-dimethylcyclopropyl)methyl)pyridin-2-yl)boronic acid CC1(C(C1)C)CC=1C(=NC=CC1)B(O)O